tetrahydro-1,3,4,6-tetra(hydroxymethyl)imidazo[4,5-d]Imidazole-2,5(1H,3H)-dione OCN1C(N(C2C1N(C(N2CO)=O)CO)CO)=O